5-bromo-1,3-dimethylindazole BrC=1C=C2C(=NN(C2=CC1)C)C